C(C)C(COC(C)=O)CCCC.C(CCCCCCC)=O octanal 2-ethylhexylacetate